FC1=C(C=CC=C1C1=NC2=CC=C3C(=C2C=2CCCCC12)C=NN3)B(O)O (2-fluoro-3-(8,9,10,11-tetrahydro-3H-pyrazolo[4,3-a]phenanthridin-7-yl)phenyl)boronic acid